3-(hydroxymethyl)-2-pentene-1,5-diol OCC(=CCO)CCO